tert-butyl 3-[3-(4,4,5,5-tetramethyl-1,3,2-dioxaborolan-2-yl) phenyl]-2,5-dihydro-1H-pyrrole-1-carboxylate CC1(OB(OC1(C)C)C=1C=C(C=CC1)C=1CN(CC1)C(=O)OC(C)(C)C)C